C(S\C(=C(\C)/N(C=O)CC=1C(=NC(=NC1)C)N)\CCOP(=O)(O)O)(OCCC1=CC=CC=C1)=O (Z)-S-(2-(N-((4-amino-2-methylpyrimidin-5-yl)methyl) formamido)-5-(phosphonooxy)pent-2-en-3-yl) O-phenethyl carbonothioate